5-amino-2-chloro-4-(2-(2,2-dimethyl-5,7,10-trioxa-2-silaundecan-11-yl)piperidin-1-yl)benzonitrile NC=1C(=CC(=C(C#N)C1)Cl)N1C(CCCC1)COCCOCOCC[Si](C)(C)C